5-bromo-N-(4-((6,7-dimethoxy-1,5-naphthyridin-4-yl)oxy)-3-fluorophenyl)-4-hydroxy-2-(methoxymethyl)-6-methylnicotinamide BrC=1C(=NC(=C(C(=O)NC2=CC(=C(C=C2)OC2=CC=NC3=CC(=C(N=C23)OC)OC)F)C1O)COC)C